(R)-2-amino-N-(1-(6-fluoro-1-(methylsulfonyl)spiro[indoline-3,4'-piperidin]-1'-yl)-1-carbonyl-3-(phenylmethoxy-d2)propan-2-yl)-2-methylpropanamide hydrochloride Cl.NC(C(=O)N[C@H](C(=C=O)N1CCC2(CC1)CN(C1=CC(=CC=C12)F)S(=O)(=O)C)COC([2H])([2H])C1=CC=CC=C1)(C)C